5,7-Dichloro-4-(2,4,5-trichlorophenyl)-2-(trifluoromethyl)-1H-benzimidazole ClC1=C(C2=C(NC(=N2)C(F)(F)F)C(=C1)Cl)C1=C(C=C(C(=C1)Cl)Cl)Cl